11-oxo-5,6,7,11-tetrahydrodipyrido[1,2-a:2',3'-c]Azepine-10-carboxylic acid O=C1C=C2N(CCCC3=C2N=CC=C3)C=C1C(=O)O